COC1=C(C=O)C=C(C(=C1)OCC1=C(C(=CC=C1)C1=CC=CC=C1)Br)Cl 2-methoxy-4-(2-bromo-3-phenylbenzyloxy)-5-chlorobenzaldehyde